NC1=NC(=C(C=2N1C(N(N2)CC2N(CCC2)C)=O)C2=CC(=NC(=C2)C)C)C2=CC=CC=C2 5-amino-8-(2,6-dimethyl-4-pyridinyl)-2-[(1-methylpyrrolidin-2-yl)methyl]-7-phenyl-[1,2,4]triazolo[4,3-c]pyrimidin-3-one